C12N(CC(NC1)CC2)C2=C1C(N(C(C1=CC=C2)=O)C2C(NC(CC2)=O)=O)=O 4-(2,5-diazabicyclo[2.2.2]octan-2-yl)-2-(2,6-dioxopiperidin-3-yl)isoindoline-1,3-dione